tert-butyl 9-((benzyl(methyl)amino)methyl)-3-azaspiro[5.5]undecan-3-carboxylate C(C1=CC=CC=C1)N(C)CC1CCC2(CCN(CC2)C(=O)OC(C)(C)C)CC1